(4R,5S)-5-isopropyl-1,3,2-dioxathiolane-4-carboxylic acid phenylmethyl ester 2,2-dioxide C1(=CC=CC=C1)COC(=O)[C@@H]1OS(O[C@H]1C(C)C)(=O)=O